C[Al](CC)C Dimethyl-Ethyl-Aluminum